ONC(C1=CC=C(C=C1)C1=NC2=C(C=C3C(=C2C=2CCCCC12)C=NN3)C)=O N-hydroxy-4-(5-methyl-8,9,10,11-tetrahydro-3H-pyrazolo[4,3-a]phenanthridin-7-yl)benzamide